6-Chloro-3-[(1R)-1-[3,6-dimethyl-2-(2-methyloxazolo[4,5-b]pyridin-5-yl)-4-oxo-chromen-8-yl]ethoxy]pyridine-2-sulfonamide ClC1=CC=C(C(=N1)S(=O)(=O)N)O[C@H](C)C=1C=C(C=C2C(C(=C(OC12)C1=CC=C2C(=N1)N=C(O2)C)C)=O)C